NC1=NC=C(C=C1C(=O)N[C@@H]1[C@H](CCC1)OCC1=CC=C(C=C1)C1=CC=2CCCC(C2C=C1)N1CCNCC1)C=1C=NN(C1)C 2-amino-5-(1-methyl-1H-pyrazol-4-yl)-N-[(1S,2S)-2-({4-[5-(piperazin-1-yl)-5,6,7,8-tetrahydronaphthalen-2-yl]phenyl}methoxy)cyclopentyl]pyridine-3-carboxamide